methyl (5E)-5-[(3aS,4R,5R)-5-hydroxy-4-[(E,3S)-3-hydroxy-4-methyl-oct-1-en-6-ynyl]-3,3a,4,5,6,6a-hexahydro-1H-pentalen-2-ylidene]pentanoate O[C@H]1[C@@H]([C@H]2C\C(\CC2C1)=C\CCCC(=O)OC)\C=C\[C@H](C(CC#CC)C)O